C1(CC1)C1=CC(=NN1)NN1C(CN(C(C1)C=1SC(=CC1)C1(CCCCC1)O)C=O)C 4-((5-cyclopropyl-1H-pyrazol-3-yl)amino)-6-(5-(1-hydroxycyclohexyl)thiophen-2-yl)(3-methylpiperazin-1-yl)methanone